BrC=1C=C(C(=NC1)N)OC(F)F 5-bromo-3-(Difluoromethoxy)pyridin-2-amine